3-(3-Methyl-2-oxo-5-piperazin-1-yl-2,3-dihydro-1H-benzo[d]imidazol-1-yl)piperazine-2,6-dione CN1C(N(C2=C1C=C(C=C2)N2CCNCC2)C2C(NC(CN2)=O)=O)=O